5-chloro-N-[2,4-difluoro-3-([3-methyl-1H-pyrazolo[3,4-b]pyridin-5-yl]methoxy)phenyl]-2-methoxypyridine-3-sulfonamide ClC=1C=C(C(=NC1)OC)S(=O)(=O)NC1=C(C(=C(C=C1)F)OCC=1C=C2C(=NC1)NN=C2C)F